N2-Ethyl-N1-[4-(1,1,1,3,3,3-hexafluoro-2-hydroxypropan-2-yl)phenyl]-5-(methylsulfonyl)-1,3-dihydro-2H-isoindol-1,2-dicarboxamid C(C)NC(=O)N1C(C2=CC=C(C=C2C1)S(=O)(=O)C)C(=O)NC1=CC=C(C=C1)C(C(F)(F)F)(C(F)(F)F)O